cesium chloride [Cl-].[Cs+]